(3R,5R)-5-(4-methoxyphenyl)-1-methyl-piperidin-3-amine COC1=CC=C(C=C1)[C@H]1C[C@H](CN(C1)C)N